CC1(OC2=C(C1)C=CC=C2OCC(=O)N/N=C/C2=CC(=CC=C2)C)C (E)-2-((2,2-dimethyl-2,3-dihydrobenzofuran-7-yl)oxy)-N'-(3-methylbenzylidene)acethydrazide